14-((2-(2,6-dioxopiperidin-3-yl)-1,3-dioxoisoindolin-4-yl)thio)tetradecanoic acid O=C1NC(CCC1N1C(C2=CC=CC(=C2C1=O)SCCCCCCCCCCCCCC(=O)O)=O)=O